2-[[(5S)-3-(2,6-difluorophenyl)-5-methyl-14-oxa-9-thia-4,7-diazatricyclo[8.5.0.02,8]pentadeca-1(10),2(8),3-trien-6-ylidene]amino]propan-1-ol FC1=C(C(=CC=C1)F)C=1C=2C=3COCCCC3SC2NC([C@@H](N1)C)=NC(CO)C